dihydro-4H-cyclopenta[b]thiophene-2-carboxylate S1C2=C(CC1C(=O)[O-])CC=C2